(6-cyclopropyl-[1,2,4]triazolo[1,5-a]pyridin-2-yl)methanamine C1(CC1)C=1C=CC=2N(C1)N=C(N2)CN